C1(=CC=CC=C1)[C@@H](C)NC1=NC(=CC2=CN=C(C=C12)N[C@@H]1CNCCC1)C#N 1-(((R)-1-phenylethyl)amino)-7-(((S)-piperidin-3-yl)amino)-2,6-naphthyridine-3-carbonitrile